N1CCC(CC1)C1=CN=CC2=C1OCCN2C2C(NC(CC2)=O)=O 3-[8-(4-piperidyl)-2,3-dihydropyrido[4,3-b][1,4]oxazin-4-yl]piperidine-2,6-dione